C[Si](N=P(C1=CC=CC=C1)(C1=CC=CC=C1)C1=CC=CC=C1)(C)C 1,1,1-trimethyl-N-(triphenyl-phosphoranylidene)silaneamine